C[C@@H]([C@H]1CC[C@@H]2[C@@]1(CC[C@H]3[C@H]2CCC4=CC(=O)CC[C@]34C)C)C(=O)CC(=O)SCCNC(=O)CCNC(=O)[C@@H](C(C)(C)COP(=O)([O-])OP(=O)([O-])OC[C@@H]5[C@H]([C@H]([C@@H](O5)N6C=NC7=C(N=CN=C76)N)O)OP(=O)([O-])[O-])O The molecule is an acyl-CoA(4-) oxoanion arising from deprotonation of the phosphate and diphosphate OH groups of 3,22-dioxochol-4-ene-24-oyl-CoA; major species at pH 7.3. It is a conjugate base of a 3,22-dioxochol-4-en-24-oyl-CoA.